tert-butyl 4-(2-amino-6-chloroquinazolin-7-yl)-3,6-dihydro-2H-pyridine-1-carboxylate NC1=NC2=CC(=C(C=C2C=N1)Cl)C=1CCN(CC1)C(=O)OC(C)(C)C